Cl.N1C[C@H](CC1)O (S)-pyrrolidine-3-ol hydrochloride